O1C(CC1)C(=O)O oxetane-2-carboxylic acid